Dodecandithiol C(CCCCCCCCCCC)(S)S